aluminum tris(ethylacetoacetate) aluminum [Al+3].C(C)CC(CC(=O)[O-])=O.C(C)CC(CC(=O)[O-])=O.C(C)CC(CC(=O)[O-])=O.[Al+3]